2-[[5-[8-(5-acetyl-1-tetrahydropyran-4-yl-6,7-dihydro-4H-pyrazolo[4,3-c]pyridin-3-yl)-3-isoquinolyl]-2-pyridyl]methoxy]pyrimidine-5-carboxylic acid C(C)(=O)N1CC2=C(CC1)N(N=C2C=2C=CC=C1C=C(N=CC21)C=2C=CC(=NC2)COC2=NC=C(C=N2)C(=O)O)C2CCOCC2